Cl.C(C)(C)N1N=CC(=C1)S(=O)(=O)C1=CC=C(C=C1)CN (4-(1-isopropyl-1H-pyrazol-4-ylsulfonyl)phenyl)methanamine HCl